COC1=CC=C2C(=C1)N=C1C(=CC3=C4C=CC=CC4=NC3=C12)OC 3,6-dimethoxyindolocarbazole